BrC1=CC(=C([O-])C(=C1)C(C)(C)C)C(C)(C)C 4-bromo-2,6-di-tert-butylphenoxide